N-(3-(3-(9H-purin-6-yl)pyridin-2-ylamino)-4-methylphenyl)-2-(6-(trifluoromethyl)-pyridin-2-yl)acetamide N1=CN=C2NC=NC2=C1C=1C(=NC=CC1)NC=1C=C(C=CC1C)NC(CC1=NC(=CC=C1)C(F)(F)F)=O